(3R)-3-({2-[4-methoxy-2-(trifluoromethoxy)phenyl][1,2,4]triazolo[1,5-c]quinazolin-5-yl}amino)azepin-2-one COC1=CC(=C(C=C1)C1=NN2C(=NC=3C=CC=CC3C2=N1)NC=1C(N=CC=CC1)=O)OC(F)(F)F